bis(2-hydroxyethyl)piperazine OCCN1CCN(CC1)CCO